(R)-1-(4-fluorophenyl)ethanamine ((1S,2R)-1-(2,3-dihydrobenzo[b][1,4]dioxin-6-yl)-1-hydroxypropan-2-yl)carbamate O1C2=C(OCC1)C=C(C=C2)[C@@H]([C@@H](C)NC(O)=O)O.FC2=CC=C(C=C2)[C@@H](C)N